N-(2,6-dimethylpyrimidin-4-yl)-5-[2-methyl-5-[[(2S)-4-methylsulfonylmorpholin-2-yl]methoxy]-4-pyridyl]pyrazolo[1,5-a]pyridin-2-amine CC1=NC(=CC(=N1)NC1=NN2C(C=C(C=C2)C2=CC(=NC=C2OC[C@@H]2CN(CCO2)S(=O)(=O)C)C)=C1)C